N-benzyl-5-(pyridin-2-yl)pyrazin-2-amine C(C1=CC=CC=C1)NC1=NC=C(N=C1)C1=NC=CC=C1